[1-[(1R)-1-[(1R,2R)-2-[(2-isopropyl-2-methyl-chroman-4-yl)carbamoyl]cyclopropyl]-3-methoxypropyl]-4,4-dimethyl-6-oxo-hexahydropyrimidin-2-ylidene]ammonium C(C)(C)C1(OC2=CC=CC=C2C(C1)NC(=O)[C@H]1[C@@H](C1)[C@@H](CCOC)N1C(NC(CC1=O)(C)C)=[NH2+])C